13Z,16Z-docosadienoic acid amide C(C=CC=CCCCCCCCCCCCCCCCCC)(=O)N